2-ethoxy-7,9-dihydro-8H-purin-8-one C(C)OC1=NC=C2NC(NC2=N1)=O